C(C1=CC=CC=C1)OCN1C(N(C=CC1=O)[C@@H]1O[C@](COC1)(CO[Si](C(C)C)(C(C)C)C(C)C)COC(C1=CC=CC=C1)(C1=CC=C(C=C1)OC)C1=CC=C(C=C1)OC)=O 3-(benzyloxymethyl)-1-[(2R,6S)-6-[[bis(4-methoxyphenyl)-phenyl-methoxy]methyl]-6-(triisopropylsilyloxymethyl)-1,4-dioxan-2-yl]pyrimidine-2,4-dione